9-(3-Benzylamino-prop-1-ynyl)-2-([1,4]dioxan-2-ylmethoxy)-6,7-dihydro-pyrimido[6,1-a]isoquinolin-4-one C(C1=CC=CC=C1)NCC#CC=1C=C2CCN3C(C2=CC1)=CC(=NC3=O)OCC3OCCOC3